CC=1N=C2N(N=C(C=C2)C=2C=C3C(=NC2)C=C(S3)C3CCN(CC3)C(=O)OC(C)(C)C)C1 tert-butyl 4-[6-(2-methylimidazo[1,2-b]pyridazin-6-yl)thieno[3,2-b]pyridin-2-yl]piperidine-1-carboxylate